(S)-1-(1-propenylpyrrolidin-3-yl)-5-amino-3-((2-cyclopropyl-6-fluorobenzo[d]thiazol-5-yl)ethynyl)-1H-pyrazole-4-carboxamide C(=CC)N1C[C@H](CC1)N1N=C(C(=C1N)C(=O)N)C#CC=1C(=CC2=C(N=C(S2)C2CC2)C1)F